N-(1-cyanopyrrolidin-3-yl)-6-(2-(pyridin-3-yl)pyrrolidin-1-yl)nicotinamide phenylcyclodecane-10-carboxylate C1(=CC=CC=C1)OC(=O)C1CCCCCCCCC1.C(#N)N1CC(CC1)NC(C1=CN=C(C=C1)N1C(CCC1)C=1C=NC=CC1)=O